O(O)O.[Ni].[Pt] platinum-nickel oxyhydroxide